3-methyl-4-((4-(methylsulfonyl)phenoxy)methyl)pyrrolidin-3-ol CC1(CNCC1COC1=CC=C(C=C1)S(=O)(=O)C)O